S-(4-((1,3-dioxoisoindolin-2-yl)methyl)cyclohexyl) ethanethioate C(C)(SC1CCC(CC1)CN1C(C2=CC=CC=C2C1=O)=O)=O